ClC=1C=C(C=C(C1)Cl)C=1OC2=C(N1)C=CC(=C2)C(=O)OC2CC(CC2)(C)C 3,3-dimethylcyclopentyl 2-(3,5-dichlorophenyl)benzo[d]oxazole-6-carboxylate